2-[methyl(propanoyl)amino]propanamide CN(C(C(=O)N)C)C(CC)=O